C(C)C1(CC=C(C=C1)N)NCCCOC 1-ethyl-N1-(3-methoxypropyl)benzene-1,4-diamine